FC=1C(=NC=C(C1)C(C(C(F)(F)F)(F)F)(F)F)C=1C(=C(C(=O)N)C=C(C1)[N+](=O)[O-])SC1=NN=C(N1C)COC [3-fluoro-5-(1,1,2,2,3,3,3-heptafluoropropyl)-2-pyridyl]-2-[[5-(methoxymethyl)-4-methyl-1,2,4-triazol-3-yl]sulfanyl]-5-nitro-benzamide